anilino-cyclotetradecane N(C1=CC=CC=C1)C1CCCCCCCCCCCCC1